C(C)(C)(C)OC(=O)NCC1=CC=C(C=C1)NC(C1=CC(=C(C(=O)O)C=C1)C)=O N-[4-(tert-butoxycarbonylamino-methyl)-phenyl]-2-methyl-terephthalamic acid